C(#N)CC1CCN(CC1)C=1N=C(C2=C(C=NNC2=O)N1)NC1=CC=C(CN2CCC(CC2)C(=O)O)C=C1 1-(4-((2-(4-(cyanomethyl)piperidin-1-yl)-5-oxo-5,6-dihydropyrimido[4,5-d]pyridazin-4-yl)amino)benzyl)piperidine-4-carboxylic acid